3-(3-(5-methyl-2-(3-(trifluoromethyl)benzyl)phenyl)-4-oxothiazolidin-2-ylidene)urea CC=1C=CC(=C(C1)N1C(SCC1=O)=NC(N)=O)CC1=CC(=CC=C1)C(F)(F)F